5-bromo-4-chloro-7-(difluoromethyl)-7H-pyrrolo[2,3-d]pyrimidine BrC1=CN(C=2N=CN=C(C21)Cl)C(F)F